ClC=1C(=CC2=C(N(C=N2)C2CC2)C1)I 6-chloro-1-cyclopropyl-5-iodo-1,3-benzodiazole